N-(2-((1r,3r)-3-(iodomethyl)cyclobutyl)-5-methoxybenzo[d]thiazol-6-yl)-6-(trifluoromethyl)picolinamide ICC1CC(C1)C=1SC2=C(N1)C=C(C(=C2)NC(C2=NC(=CC=C2)C(F)(F)F)=O)OC